C(C)(C)OC(N[C@@H]1CC[C@H](CC1)C=1SC(=CN1)C1=C(C=C(C=C1)NC1=NNN=C1)S(NCC)(=O)=O)=O Trans-N-[4-[5-[2-(ethylsulfamoyl)-4-(2H-triazol-4-ylamino)phenyl]thiazol-2-yl]cyclohexyl]carbamic acid isopropyl ester